(R)-hydroxy-L-proline methyl ester COC([C@@H]1N(CCC1)O)=O